[Si](C1=CC=CC=C1)(C1=CC=CC=C1)(C(C)(C)C)OC[C@@H]([C@H](CS(=O)[O-])C)C=C.[Na+] sodium (2R,3R)-3-(((tert-butyldiphenylsilyl)oxy)methyl)-2-methylpent-4-ene-1-sulfinate